1-(N-pyrrolidinyl)-3,4-dimethylenehex-5-ene N1(CCCC1)CCC(C(C=C)=C)=C